CS(=O)(=O)C1=NC(=CC(=N1)C1=C(C#N)C=CC=C1)C(F)(F)F 2-(2-(methylsulfonyl)-6-(trifluoromethyl)pyrimidin-4-yl)benzonitrile